CC1=CN(C2=NC=CC(=C21)C=2C(=NN1C2CN(CC1)C(=O)OC(C)(C)C)C1=CC(=CC=C1)C(F)(F)F)COCC[Si](C)(C)C tert-butyl 3-(3-methyl-1-((2-(trimethylsilyl)ethoxy)methyl)-1H-pyrrolo[2,3-b]pyridin-4-yl)-2-(3-(trifluoromethyl)phenyl)-6,7-dihydropyrazolo[1,5-a]pyrazine-5(4H)-carboxylate